(S)-6-bromo-2-(1-cyclopropylethyl)-N-(oxetan-3-yl)-3-oxoisoindoline-4-sulfonamide BrC=1C=C(C=2C(N(CC2C1)[C@@H](C)C1CC1)=O)S(=O)(=O)NC1COC1